2-behenyl-sn-glycero-3-phosphocholine C(CCCCCCCCCCCCCCCCCCCCC)O[C@H](CO)COP(=O)([O-])OCC[N+](C)(C)C